ClC1=NC=C(C=N1)CN1CCC(CC1)N1N=C(C=2C1=NC=NC2N)C2=CC=C(C=C2)OC2=CC=CC=C2 1-[1-[(2-chloropyrimidin-5-yl)methyl]-4-piperidyl]-3-(4-phenoxyphenyl)pyrazolo[3,4-d]pyrimidin-4-amine